2-chloro-6-(trifluoromethyl)pyridin-3-ol ClC1=NC(=CC=C1O)C(F)(F)F